1-amino-N-(2-((4,5-dimethylthiazol-2-yl)carbamoyl)phenyl)-3,6,9,12,15-pentaoxaoctadecan-18-amide NCCOCCOCCOCCOCCOCCC(=O)NC1=C(C=CC=C1)C(NC=1SC(=C(N1)C)C)=O